2-{4-[5-chloro-2-(4-fluoro-1H-imidazol-1-yl)phenyl]-5-methoxy-2-oxopyridin-1(2H)-yl}-4-methoxy-N-(2-methyl-2H-indazol-5-yl)butanamide ClC=1C=CC(=C(C1)C1=CC(N(C=C1OC)C(C(=O)NC1=CC2=CN(N=C2C=C1)C)CCOC)=O)N1C=NC(=C1)F